4-(4-(((R)-1-(3-(difluoromethyl)-2-fluorophenyl)ethyl)amino)-2-methyl-7-oxo-7,8-dihydropyrido[2,3-d]pyrimidin-6-yl)-N,N-dimethylcyclohexan-3-ene-1-carboxamide FC(C=1C(=C(C=CC1)[C@@H](C)NC=1C2=C(N=C(N1)C)NC(C(=C2)C2=CCC(CC2)C(=O)N(C)C)=O)F)F